C(#N)C=1C=NN2C1C(=CC(=C2)C=2C=NN(C2)C)/C=C/C=2C=C(C=NC2)NC(C=C)=O (E)-N-(5-(2-(3-cyano-6-(1-methyl-1H-pyrazol-4-yl)pyrazolo[1,5-a]pyridin-4-yl)vinyl)pyridin-3-yl)acrylamide